4-amino-3-chloro-6-(4-iodophenyl)-5-methyl-pyridine-2-carboxylic acid methyl ester COC(=O)C1=NC(=C(C(=C1Cl)N)C)C1=CC=C(C=C1)I